N-(3-(5-bromo-2-chloropyrimidin-4-ylamino)propyl)-N-methylcyclobutanecarboxamide BrC=1C(=NC(=NC1)Cl)NCCCN(C(=O)C1CCC1)C